3-(1,3-Benzodioxol-5-yl)-5-(3-hydroxyphenyl)-1H-pyrazole O1COC2=C1C=CC(=C2)C2=NNC(=C2)C2=CC(=CC=C2)O